ethyl (S)-2-(2-(3-bromo-1H-pyrazolo[4,3-b]pyridin-5-yl)-7-(4-chlorophenyl)-5-methylbenzo[d]thiazol-6-yl)-2-(tert-butoxy)acetate BrC1=NNC=2C1=NC(=CC2)C=2SC1=C(N2)C=C(C(=C1C1=CC=C(C=C1)Cl)[C@@H](C(=O)OCC)OC(C)(C)C)C